N4-methyl-N2-(5-(trifluoromethoxy)-1H-indazol-6-yl)-5-(trifluoromethyl)pyrimidine-2,4-diamine CNC1=NC(=NC=C1C(F)(F)F)NC1=C(C=C2C=NNC2=C1)OC(F)(F)F